COC(=O)C=1N(C=C(C1)Br)C(CN)=O.O1COC2=C1C=CC(=C2)C(C(=O)NCC2=CC=NC=C2)NCCC2CCNCC2 2-(1,3-benzodioxole-5-yl)-2-[(2-piperidine-4-ylethyl)amino]-N-(pyridine-4-ylmethyl)acetamid methyl-1-(2-aminoacetyl)-4-bromo-1H-pyrrole-2-carboxylate